ethyl (S)-1-(3-(difluoromethyl)-4-fluorophenyl)-5,5-difluoro-4-hydroxyl-4,5,6,7-tetrahydro-1H-indole-3-carboxylate FC(C=1C=C(C=CC1F)N1C=C(C=2[C@@H](C(CCC12)(F)F)O)C(=O)OCC)F